1,3-dimethylimidazole-2-carboxylate CN1C(N(C=C1)C)C(=O)[O-]